OC1=C(C(N(C(=C1)C)C)=O)NC(N[C@@H](CC(=O)O)C=1C=C(C=C(C1)F)C1=C(C=C(C=C1)F)F)=O (S)-3-(3-(4-hydroxy-1,6-dimethyl-2-oxo-1,2-dihydropyridin-3-yl)ureido)-3-(2',4',5-trifluorobiphenyl-3-yl)propanoic acid